5-(3-(4-fluoro-4-methylpent-1-ynyl)phenoxy)-1H-1,2,3-triazole-4-carboxylic acid FC(CC#CC=1C=C(OC2=C(N=NN2)C(=O)O)C=CC1)(C)C